[C@H]12CSC[C@H](CC1)N2C2=C(C=C(C=C2F)N2C(O[C@H](C2)CNC(C)=O)=O)F N-(((S)-3-(4-((1R,5S)-3-thia-8-aza-bicyclo[3.2.1]oct-8-yl)-3,5-difluorophenyl)-2-oxo-oxazolidin-5-yl)methyl)acetamide